6-toluol triisocyanate [N-]=C=O.[N-]=C=O.[N-]=C=O.C1(=CC=CC=C1O)C